1-(propan-2-yl)azetidin-3-ol CC(C)N1CC(C1)O